1-(2,4-Dichloro-phenyl)-4-methyl-5-[4-(5-nitrooxy-pent-1-ynyl)-phenyl]-1H-pyrazole-3-carboxylic acid piperidin-1-ylamide N1(CCCCC1)NC(=O)C1=NN(C(=C1C)C1=CC=C(C=C1)C#CCCCO[N+](=O)[O-])C1=C(C=C(C=C1)Cl)Cl